COC1=CC=C(CS(=O)(=O)OC=2C=C(C=CC2)NC(=O)NC2=CC(=CC=C2)OS(=O)(=O)CC2=CC=C(C=C2)OC)C=C1 N,N'-di-[3-(p-methoxybenzylsulfonyloxy)phenyl]urea